(2R,3S)-3-((5-fluoro-2-(2-methoxy-7-methylquinoxalin-5-yl)benzo[d]thiazol-6-yl)oxy)butan-2-yl (2-(3-hydroxy-3-methylbutoxy)pyridin-4-yl)carbamate OC(CCOC1=NC=CC(=C1)NC(O[C@H](C)[C@H](C)OC1=CC2=C(N=C(S2)C2=C3N=CC(=NC3=CC(=C2)C)OC)C=C1F)=O)(C)C